spiro[2.5]octane-6-yl-methanol siloxy-methacrylate [SiH3]OC=C(C(=O)OCC1CCC2(CC2)CC1)C